trifluorodimethylcyclopropane FC1C(C1(C)C)(F)F